2-[5-(difluoromethoxy)pyridin-2-yl]-4-[2-(2,2,2-trifluoroethoxy)phenyl]-2,3-dihydro-1H-pyrrolo[3,4-c]pyridin-1-one FC(OC=1C=CC(=NC1)N1CC=2C(=NC=CC2C1=O)C1=C(C=CC=C1)OCC(F)(F)F)F